ClC1=NC(=C(C(=O)O)C=C1I)N1CCCC1 6-chloro-5-iodo-2-(pyrrolidin-1-yl)nicotinic acid